FC=1C=CC(=NC1)N1[C@H]2CN(C[C@@H]1CC2)C(COCC2=C1C=CN=CC1=CC=C2)=O 1-((1R,5S)-8-(5-fluoropyridin-2-yl)-3,8-diazabicyclo[3.2.1]octan-3-yl)-2-(isoquinolin-5-ylmethoxy)ethan-1-one